N1N=CC2=C(C=CC=C12)C1=NC=C(C(=O)N[C@@H]2C[C@H](N(C2)C(=O)OC(C)(C)C)CN2N=CC=C2)C=C1 tert-Butyl (2S,4R)-4-(6-(1H-indazol-4-yl) nicotinamido)-2-((1H-pyrazol-1-yl)methyl)pyrrolidine-1-carboxylate